1-((1-(Methylsulfanyl)ethyl)sulfonyl)-2-(5-(p-tolyl)-1H-imidazol-2-yl)piperidine CSC(C)S(=O)(=O)N1C(CCCC1)C=1NC(=CN1)C1=CC=C(C=C1)C